O=C1N(N=C2N1CCCC2)CC2(CC2)C2=CC=C(C=C2)C(F)(F)F (5S)-3-Oxo-2-({1-[4-(trifluoromethyl)phenyl]cyclopropyl}methyl)-2,3,5,6,7,8-hexahydro[1,2,4]triazolo[4,3-a]pyridin